(4-fluorophenyl)(1-(phenylsulfonyl)-2-(p-tolyl)-1H-imidazol-4-yl)methanone FC1=CC=C(C=C1)C(=O)C=1N=C(N(C1)S(=O)(=O)C1=CC=CC=C1)C1=CC=C(C=C1)C